CC(CCC)CCCCCCCCCC(CCCCCCCCCCCCCC)C 4,14-Dimethyloctacosane